ClC1=C(COC2=NC=C(C(=C2)OCC2=CC=C(C=C2)OC)C=2NC=C(C2)C(F)(F)F)C=CC(=C1)C(F)(F)F 2-((2-chloro-4-(trifluoromethyl)benzyl)oxy)-4-((4-methoxybenzyl)oxy)-5-(4-(trifluoromethyl)-1H-pyrrol-2-yl)pyridine